tert-butyl piperidine-3-carboxylate N1CC(CCC1)C(=O)OC(C)(C)C